N-[5-[5-[(2R)-2-amino-2-phenyl-ethoxy]-2-methyl-4-pyridyl]pyrazolo[1,5-a]pyridin-2-yl]cyclopropanecarboxamide N[C@@H](COC=1C(=CC(=NC1)C)C1=CC=2N(C=C1)N=C(C2)NC(=O)C2CC2)C2=CC=CC=C2